5-nitro-N-phenyl-1H-benzo[d]imidazole-2-carboxamide [N+](=O)([O-])C1=CC2=C(NC(=N2)C(=O)NC2=CC=CC=C2)C=C1